ClC=1C=C2C=C(C3(C2=CC1)CCC3)C=3N(C1=CC=CC=C1C3)C3=NC=CC=C3 2-(5'-Chlorospiro[cyclobutane-1,1'-inden]-2'-yl)-1-(pyridin-2-yl)-1H-indole